CN1C(OC2=C1C=C(C=C2)C2=CN=CC=1[C@@H](CCCC21)NC(CC)=O)=C=O (R)-N-(4-(3-methyl-2-carbonyl-2,3-dihydrobenzo[d]oxazol-5-yl)-5,6,7,8-tetrahydroisoquinolin-8-yl)propanamide